ClCC1(N(C[C@@H]([C@@H]([C@H]1NC(C)=O)O)O)C(=O)OCC=1N=CC2=C(N=C(C=C2C1)Cl)Cl)CC1=CC=CC=C1C1=C(C(=CC(=C1)F)SC)C (6,8-dichloro-2,7-naphthyridin-3-yl)methanol 1-(chloromethyl)-5-fluoro-2-methyl-3-(methylsulfanyl)benzenebenzyl-(3s,4r,5s)-3-acetamido-4,5-dihydroxy-piperidine-1-carboxylate